ClC1=CC=C2C(=C(NC2=C1Cl)C=1NC(=NN1)C(=O)OCC)C=1C=NN(C1)C1OCCCC1 Ethyl 5-(6,7-dichloro-3-(1-(tetrahydro-2H-pyran-2-yl)-1H-pyrazol-4-yl)-1H-indol-2-yl)-4H-1,2,4-triazole-3-carboxylate